C(C(=C)C)(=O)NCCOC(NCC1=CC=C(C=C1)CN1C(=NC=2C(=NC=3C=CC=CC3C21)N)C2=NSC=C2)=O 4-((4-amino-2-(isothiazol-3-yl)-1H-imidazo[4,5-c]Quinolin-1-yl)methyl)benzylcarbamic acid 2-methacrylamidoethyl ester